2-(biphenyl-4-yl)-6-chloro-4-(3-cyano-phenyl)-benzoxazole C1(=CC=C(C=C1)C=1OC2=C(N1)C(=CC(=C2)Cl)C2=CC(=CC=C2)C#N)C2=CC=CC=C2